ClC1=C2C[C@@H](OC(C2=C(C(=C1)C(=O)N[C@H](C(=O)O)CC1=CC=CC=C1)O)=O)CO (2S)-2-[[(3R)-5-chloro-8-hydroxy-3-(hydroxymethyl)-1-oxo-3,4-dihydroisochromene-7-carbonyl]amino]-3-phenylpropionic acid